2,4,6-trifluoro-N-(4-((hydroxyamino)methyl)phenyl)aniline FC1=C(NC2=CC=C(C=C2)CNO)C(=CC(=C1)F)F